1-chloro-4,4-dipropyl-1,4-disilacyclohexane Cl[SiH]1CC[Si](CC1)(CCC)CCC